FC(C(C)C(C(=O)OCC)CC(=O)OCC)(F)F diethyl (1-trifluoromethylethyl)succinate